2-bromo-N-(2,2-difluoro-2-(2-fluorophenyl)ethyl)acetamide BrCC(=O)NCC(C1=C(C=CC=C1)F)(F)F